C(C)(C)(C1=CC=CC=C1)C1=C(C=CC(=C1)C(C)(C)C1=CC=CC=C1)O 2,4-di-α-cumyl-phenol